ClC=1C=C(C=CC1)[C@H](C)N1N=C(C=C1C(=O)NC1[C@H]2CC(C[C@@H]12)O)C(=O)NC 1-((S)-1-(3-Chlorophenyl)ethyl)-N5-((1R,3R,5S,6s)-3-hydroxybicyclo[3.1.0]hexan-6-yl)-N3-methyl-1H-pyrazole-3,5-dicarboxamide